C(C(=O)O)(=O)O.O1C=NC=C1C=1C=CC(=NC1)OCCCN1CCN(CC1)C1=NSC2=C1C=CC=C2 3-{4-[3-(5-Oxazol-5-yl-pyridin-2-yloxy)-propyl]-piperazin-1-yl}-benzo[d]isothiazole oxalate